(4-(3-amino-1H-indazol-5-yl)pyridine-2-yl)-3-(4-(methylsulfonyl)phenyl)urea NC1=NNC2=CC=C(C=C12)C1=CC(=NC=C1)NC(=O)NC1=CC=C(C=C1)S(=O)(=O)C